CC=1C(=NC=CC1OCC(F)(F)F)C[S@@](=O)C=1NC2=C(N1)C=CC=C2 (R)-2-[[[3-methyl-4-(2,2,2-trifluoroethoxy)-2-pyridyl]methyl]sulfinyl]benzimidazole